Cl.NC(CO)C1=CN=CS1 2-amino-2-(thiazol-5-yl)ethan-1-ol hydrochloride